ClC1=C(C=CC=C1Cl)CN(C1=NC(=NC(=N1)N)C1=CC=C2C=NNC2=C1)C N2-[(2,3-dichlorophenyl)methyl]-6-(1H-indazol-6-yl)-N2-methyl-1,3,5-triazine-2,4-diamine